2-Cyclopropyl-1-propyl-8-[1-(3-trifluoromethyl-benzyl)-1H-pyrazol-4-yl]-1,7-dihydro-purin-6-one C1(CC1)C=1N(C(C=2NC(=NC2N1)C=1C=NN(C1)CC1=CC(=CC=C1)C(F)(F)F)=O)CCC